Methyl (1R,2R,4S)-6-oxobicyclo[2.2.1]heptane-2-carboxylate O=C1C[C@@H]2C[C@H]([C@H]1C2)C(=O)OC